ketomethoxysilane O=CO[SiH3]